6-(5-Ethynyl-3-methylpyrazin-2-yl)-7-methyl-5-{4-[(4-methylpyrimidin-2-yl)oxy]phenyl}-7H-pyrrolo[2,3-d]pyrimidin-4-amine C(#C)C=1N=C(C(=NC1)C1=C(C2=C(N=CN=C2N)N1C)C1=CC=C(C=C1)OC1=NC=CC(=N1)C)C